1-(4-fluorophenyl)-6-methyl-5-(6-methyl-6-phenyl-3-azabicyclo[3.1.0]hexane-1-yl)-1H-indazole FC1=CC=C(C=C1)N1N=CC2=CC(=C(C=C12)C)C12CNCC2C1(C1=CC=CC=C1)C